FC1(CCC(CC1)CNC=1N=CC2=C(N1)NC=C2C=2C=C(C=1N(C2)C=C(N1)C)F)F N-((4,4-difluorocyclohexyl)methyl)-5-(8-fluoro-2-methylimidazo[1,2-a]pyridin-6-yl)-7H-pyrrolo[2,3-d]pyrimidin-2-amine